3-{3-[(1S)-1-({[4-(benzyloxy)-5-(1,3-dioxolan-2-yl)-2-fluorophenyl]methyl}amino)-2,3-dihydro-1H-inden-5-yl]-5-(pyrazol-1-yl)imidazo[4,5-b]pyridin-2-yl}pyridin-2-amine C(C1=CC=CC=C1)OC1=CC(=C(C=C1C1OCCO1)CN[C@H]1CCC2=CC(=CC=C12)N1C(=NC=2C1=NC(=CC2)N2N=CC=C2)C=2C(=NC=CC2)N)F